C(C)(C)(C)OC(=O)N1[C@H](C[C@@H](C1)CC1=CC(N(C=C1)C)=O)C(=O)OCC1=CC=CC=C1 (2R,4S)-4-((1-methyl-2-oxo-1,2-dihydropyridin-4-yl)methyl)pyrrolidine-1,2-dicarboxylic acid 2-benzyl ester 1-tert-butyl ester